N-(5-(2-(3,3-dimethyl-azetidin-1-yl)acetamido)-2-methylpyridin-3-yl)-2-(1-(oxetan-3-yl)-1H-pyrazol-4-yl)pyrazolo[5,1-b]thiazole-7-carboxamide CC1(CN(C1)CC(=O)NC=1C=C(C(=NC1)C)NC(=O)C=1C=NN2C1SC(=C2)C=2C=NN(C2)C2COC2)C